2-amino-2-(6-fluoropyrazolo[1,5-a]pyridin-3-yl)acetonitrile NC(C#N)C=1C=NN2C1C=CC(=C2)F